[4-(2-methyl-2H-[1,2,3]triazol-4-yl)-benzyl]-(6-{7-[2-(2-oxa-6-aza-spiro[3.3]hept-6-yl)-ethoxy]-imidazo[1,2-a]pyridin-3-yl}-pyrimidin-4-yl)-amine CN1N=CC(=N1)C1=CC=C(CNC2=NC=NC(=C2)C2=CN=C3N2C=CC(=C3)OCCN3CC2(COC2)C3)C=C1